The molecule is an organic cation that is the conjugate acid of (R)-noradrenaline, obtained by protonation of the priamry amino group; major species at pH 7.3. It has a role as a human metabolite. It is an organic cation and an ammonium ion derivative. It is a conjugate acid of a (R)-noradrenaline. C1=CC(=C(C=C1[C@H](C[NH3+])O)O)O